ClC1=C(C(=C(C(=C1I)Cl)I)Cl)I 1,3,5-trichloro-2,4,6-triiodobenzene